ClC=1C(=C(C=CC1)NC1=NC=NC2=CC=C(C(=C12)OCC(C)(C)O)NC(\C=C\CN(C)C)=O)F (E)-N-(4-((3-chloro-2-fluorophenyl)amino)-5-(2-hydroxy-2-methylpropoxy)quinazolin-6-yl)-4-(dimethylamino)but-2-enamide